CC1=CC=C(C=C1)S(=O)(=O)CC1N2C(SC1)=NC1=C2C=CC=C1 3-(Toluene-4-sulfonylmethyl)-2,3-dihydro-benzo[4,5]imidazo[2,1-b]thiazole